4-(5-bromo-1,3,4-oxadiazol-2-yl)-N,N-diphenylamine BrC1=NN=C(O1)C1=CC=C(C=C1)NC1=CC=CC=C1